O=C1N(CC(C1)C1=C(C(=C(C=C1)F)F)F)CN1C=NC=C1C#N (+)-1-{[2-oxo-4-(2,3,4-trifluorophenyl)pyrrolidin-1-yl]methyl}-1H-imidazole-5-carbonitrile